2-(6-((5-(5-(difluoromethyl)-1,3,4-oxadiazol-2-yl)pyrimidin-2-yl)amino)-4-phenyl-1H-benzo[d]imidazol-1-yl)-N,N-dimethylacetamide FC(C1=NN=C(O1)C=1C=NC(=NC1)NC=1C=C(C2=C(N(C=N2)CC(=O)N(C)C)C1)C1=CC=CC=C1)F